O=C1N(CC2=CC(=CC=C12)B1OC(C(O1)(C)C)(C)C)C1C(NC(CC1)=O)=O 3-[1-oxo-5-(tetramethyl-1,3,2-dioxaborolan-2-yl)-2,3-dihydro-1H-isoindol-2-yl]piperidine-2,6-dione